ClC(COC(NC1=NOC(=C1)C(C)(C)C)=O)(Cl)Cl N-(5-tert-butylisoxazol-3-yl)carbamic acid 2,2,2-trichloroethyl ester